NC=1C=C(C=CC1)C1=C(C2=C(C(=N1)C=1C=C3CCN(CC3=CC1)C(=O)OC(C)(C)C)C=CS2)C2=C(C=C(C=C2)F)OCCOC tert-butyl 6-[6-(3-aminophenyl)-7-[4-fluoro-2-(2-methoxyethoxy) phenyl] thieno[3,2-c]pyridin-4-yl]-3,4-dihydro-1H-isoquinoline-2-carboxylate